4-{8-Amino-3-[(7'R,9a'S)-4'-oxohexahydro-2'H-spiro[cyclobutan-1,3'-pyrido[1,2-a]pyrazin]-7'-yl]imidazo[1,5-a]pyrazin-1-yl}-3-ethoxy-N-[4-(trifluoromethyl)pyridin-2-yl]benzamid NC=1C=2N(C=CN1)C(=NC2C2=C(C=C(C(=O)NC1=NC=CC(=C1)C(F)(F)F)C=C2)OCC)[C@@H]2CC[C@@H]1N(C(C3(NC1)CCC3)=O)C2